C(C1=CC=CC=C1)(=O)N1CC(CCC1)C(=O)N1CCN(CC1)C1=CC=NC2=CC(=CC=C12)OC (1-benzoylpiperidin-3-yl)(4-(7-methoxyquinolin-4-yl)piperazin-1-yl)methanone